2-(3-iodophenyl)pyridine IC=1C=C(C=CC1)C1=NC=CC=C1